OC1=CC=C(C=C1)C[C@H]1C(N(C[C@H]2N1C(CCN2C(=O)NCC2=CC=CC=C2)=O)CC2=CC=CC1=CC=CC=C21)=O (6S,9aS)-hexahydro-6-[(4-hydroxyphenyl)methyl]-8-(1-naphthylmethyl)-4,7-dioxo-N-(phenylmethyl)-2H-pyrazino[1,2-a]pyrimidine-1(6H)-carboxamide